[Si](C)(C)(C(C)(C)C)OCC12CN(C(C1)(C2)CO)C(=O)OC(C)(C)C Tert-butyl 4-(((tert-butyldimethylsilyl) oxy) methyl)-1-(hydroxymethyl)-2-azabicyclo[2.1.1]hexane-2-carboxylate